ClC=1C=C(C=CC1)N1N=CC=2C1=NC(=NC2NC(=O)C=2SC(=CC2)[N+](=O)[O-])C2=CSC=C2 N-(1-(3-chlorophenyl)-6-(thiophen-3-yl)-1H-pyrazolo[3,4-d]pyrimidin-4-yl)-5-nitrothiophene-2-carboxamide